C1(CC1)[C@@H]1N(C2=CC=C(C=C2[C@@H]([C@H]1C)NC1=CC(=NC=C1)O)F)C(C)=O 1-((2S,3R,4R)-2-cyclopropyl-6-fluoro-4-((2-hydroxypyridin-4-yl)amino)-3-methyl-3,4-dihydroquinolin-1(2H)-yl)ethanone